(7-(8-ethyl-7-fluoro-3-hydroxynaphthalen-1-yl)-8-fluoro-2-(((2R,7aS)-2-fluorotetrahydro-1H-pyrrolizin-7a(5H)-yl)methoxy)pyrido[4,3-d]pyrimidin-4-yl)-4-vinylpiperidine-4-carboxylic acid C(C)C=1C(=CC=C2C=C(C=C(C12)C1=C(C=2N=C(N=C(C2C=N1)N1CCC(CC1)(C(=O)O)C=C)OC[C@]12CCCN2C[C@@H](C1)F)F)O)F